The molecule is a 1-O-acyl-N-acylsphingosine in which the N- and O-acyl groups are specified as acetyl and linoleoyl respectively. It derives from a N-acetylsphingosine and a linoleic acid. CCCCCCCCCCCCC/C=C/[C@H]([C@H](COC(=O)CCCCCCC/C=C\\C/C=C\\CCCCC)NC(=O)C)O